N-(7-chloro-6-(1-(4-hydroxy-3-methyltetrahydrofuran-3-yl)piperidin-4-yl)isoquinolin-3-yl)-2-(thiophen-2-yl)cyclopropane-1-carboxamide ClC1=C(C=C2C=C(N=CC2=C1)NC(=O)C1C(C1)C=1SC=CC1)C1CCN(CC1)C1(COCC1O)C